FC=1C=C(C=CC1C)C1=CN(C2=NC(=CC=C21)C(=O)N2C(CN(CC2)C2=NC(=C(C(=O)O)C(=C2)C)C)(C)C)CC(C)C 6-(4-(3-(3-fluoro-4-methylphenyl)-1-isobutyl-1H-pyrrolo[2,3-b]pyridine-6-carbonyl)-3,3-dimethylpiperazin-1-yl)-2,4-dimethylnicotinic acid